palladium acetate, 4-dodecylanilinediazonium salt C(CCCCCCCCCCC)C1=CC=C(N[N+]#N)C=C1.C(C)(=O)[O-].[Pd]